imidazolium nitrate salt [N+](=O)([O-])[O-].N1C=[NH+]C=C1